Prolyl-Methionine N1[C@@H](CCC1)C(=O)N[C@@H](CCSC)C(=O)O